FC(C(=O)[O-])(F)F.FC(C1=NC(=NO1)C=1C=NC(=NC1)N1C2C[NH2+]C(C1)C2)(F)F 5-(5-(5-(trifluoromethyl)-1,2,4-oxadiazol-3-yl)pyrimidin-2-yl)-2,5-diazabicyclo[2.2.1]heptan-2-ium trifluoroacetate